[C@H]12CN(C[C@H](CC1)N2)C=2C1=C(N=C(N2)OC[C@]23CCCN3C[C@@H](C2)F)C(=C(N=C1)C1=CC(=CC=2CCCCC12)O)F 4-(4-((1R,5S)-3,8-diazabicyclo[3.2.1]octan-3-yl)-8-fluoro-2-(((2R,7aS)-2-fluorotetrahydro-1H-pyrrolizin-7a(5H)-yl)methoxy)pyrido[4,3-d]pyrimidin-7-yl)-5,6,7,8-tetrahydronaphthalen-2-ol